N1=CC(=CC=C1)C1=CC=C(C=C1)C1=CC=C(C=C1)C=1N=NNC1C(=O)O 4-(4'-(pyridin-3-yl)-[1,1'-biphenyl]-4-yl)-1H-1,2,3-triazole-5-carboxylic acid